tert-butyl {(1R,3s)-3-[(1S)-1-{[(S)-2-methylpropane-2-sulfinyl]amino}ethyl]cyclohexyl}carbamate CC(C)(C)[S@](=O)N[C@@H](C)[C@@H]1C[C@@H](CCC1)NC(OC(C)(C)C)=O